ClC1=C(C(=O)OC)C=C(C(=C1)O)C=O methyl 2-chloro-5-formyl-4-hydroxybenzoate